tert-butyl 2-(2-(2-(4-fluorophenethyl)-1,3-dioxolan-2-yl)acetyl)hydrazine-1-carboxylate FC1=CC=C(CCC2(OCCO2)CC(=O)NNC(=O)OC(C)(C)C)C=C1